NC1CCC(CC1)NC1=NC=CC(=N1)C1=C(OC2=C(C=C(C=C2)NS(=O)(=O)C2=C(C=CC=C2)Cl)F)C=CC(=C1)C(C)(C)C N-[4-[2-[2-[(1r,4r)-(4-aminocyclohexyl)amino]pyrimidin-4-yl]-4-(1,1-dimethylethyl)phenoxy]-3-fluorophenyl]2-chlorobenzenesulfonamide